C1=COC(=C1)C(=O)O Furic acid